CP(C1=CC(=CC=C1)B1OC(C(O1)(C)C)(C)C)(C)=O Dimethyl(3-(4,4,5,5-tetramethyl-1,3,2-dioxaborolan-2-yl)phenyl)phosphine Oxide